2-(Benzotriazol-1-yl)-N-[(3-chlorophenyl)methyl]-N-[4-(3-pyridyl)phenyl]acetamide N1(N=NC2=C1C=CC=C2)CC(=O)N(C2=CC=C(C=C2)C=2C=NC=CC2)CC2=CC(=CC=C2)Cl